(1-acetylindol-6-yl)-2,6-difluorobenzamide C(C)(=O)N1C=CC2=CC=C(C=C12)C=1C(=C(C(=O)N)C(=CC1)F)F